3-methacryloxypropyl-tris-2-propoxysilane C(C(=C)C)(=O)OCCC[Si](OC(C)C)(OC(C)C)OC(C)C